ethylene glycol di(methacrylate) C(C(=C)C)(=O)OCCOC(C(=C)C)=O